OB1OCC2=C1C(=C(C=C2)C(=O)N[C@@H](C(C)C)C(=O)OCC2=NC=C(C=C2)C#N)C (5-cyanopyridin-2-yl)methyl (1-hydroxy-7-methyl-1,3-dihydrobenzo[c][1,2]oxaborole-6-carbonyl)-L-valinate